FC(OC1=CC=C(C=C1)NC(C1=C(C=CC=C1)NS(=O)(=O)C1=CC=C(C=C1)F)=O)F N-(4-(difluoromethoxy)phenyl)-2-((4-fluorophenyl)sulfonamido)benzamide